CN1CCN(CC1)[C@H]1C[C@H](C1)NC1=NN2C(C=N1)=C(C=C2)C=2C=C1C=CC=NC1=CC2 N-(cis-3-(4-methylpiperazin-1-yl)cyclobutyl)-5-(quinolin-6-yl)pyrrolo[2,1-f][1,2,4]triazin-2-amine